5,5-dimethyl-1,2-oxazole CC1(C=CNO1)C